5-(1-methyl-1H-pyrazol-4-yl)-3,6-dihydropyridine-1,4(2H)-dicarboxylic acid 1-(tert-butyl) 4-ethyl ester C(C)OC(=O)C=1CCN(CC1C=1C=NN(C1)C)C(=O)OC(C)(C)C